5-isothiocyanatopyridinebenzonitrile N(=C=S)C=1C=CC(=NC1)C1=CC=CC=C1C#N